dihydropyrazino[1,2-a]indol-1(2H)-one C1(NCCN2C1=CC=1C=CC=CC21)=O